O[C@H]1[C@@H](OC([C@@H](C1)O)C)OCCC/C=C/C(=O)OC(C)(C)C tert-butyl (E)-6-(((2R,3R,5R)-3,5-dihydroxy-6-methyltetrahydro-2H-pyran-2-yl)oxy)hex-2-enoate